C(CC)N(CCO)CCC N,N-dipropyl-ethanolamine